N-acetylcysteine isopropyl ester C(C)(C)OC([C@@H](NC(C)=O)CS)=O